5-chloro-2-(piperidin-1-yl)-3-nitropyridine ClC=1C=C(C(=NC1)N1CCCCC1)[N+](=O)[O-]